OCC(CO)OC(C[C@@H](C)O)=O (R)-3-hydroxybutyric acid 1,3-dihydroxypropan-2-yl ester